BrC=1C(=C(C(=CC1F)F)S(=O)(=O)N(COCC[Si](C)(C)C)C1=NOC=C1)F bromo-2,4,6-trifluoro-N-(isoxazol-3-yl)-N-((2-(trimethylsilyl)ethoxy)methyl)benzenesulfonamide